C(C)OC(=O)C1=C(N=CO1)C1=CC(=C(C=C1)Br)F 4-(4-bromo-3-fluorophenyl)oxazole-5-carboxylic acid ethyl ester